rel-(2R*,3S*,4S*,5R*)-3-(3,4-difluoro-2-methoxyphenyl)-N-(6-((1R,2R)-1,2-dihydroxypropyl)pyridin-3-yl)-4,5-dimethyl-5-(trifluoromethyl)tetrahydrofuran-2-carboxamide FC=1C(=C(C=CC1F)[C@H]1[C@@H](O[C@]([C@H]1C)(C(F)(F)F)C)C(=O)NC=1C=NC(=CC1)[C@H]([C@@H](C)O)O)OC |o1:8,9,11,12|